The molecule is an N-acyl-L-aspartate(2-) obtained by deprotonation of the carboxy groups of N-(indole-3-acetyl)-L-aspartic acid. It has a role as a plant metabolite. It is a conjugate base of a N-(indole-3-acetyl)-L-aspartic acid. C1=CC=C2C(=C1)C(=CN2)CC(=O)N[C@@H](CC(=O)[O-])C(=O)[O-]